NC1=C(C2=C(S1)CCCCC2)C(=O)OCC ethyl 2-amino-5,6,7,8-tetrahydro-4H-cyclohepta[b]thiophene-3-carboxylate